benzyl-(2-hydroxyethyl)-dimethylammonium formate C(=O)[O-].C(C1=CC=CC=C1)[N+](C)(C)CCO